dimercaptopropione sulfide SC(CC(CC)=[O+][S-])S